O=C(C(=O)[O-])CCC(=O)[O-].[Fe+2] iron alpha-ketoglutarate salt